1-ethylmethylamino-3-(dimethylsiloxy)-1,1,3,5,5-pentamethyltrisiloxane C(C)CN[Si](O[Si](O[SiH](C)C)(C)O[SiH](C)C)(C)C